[Co].[Sr] Strontium-cobalt